N-((3R,4S)-4-((6-(2,6-dichloro-3,5-di-methoxyphenyl)-8-(3-methoxy-3-methylazetidin-1-yl)pyrido[3,4-d]pyrimidin-2-yl)amino)tetrahydrofuran-3-yl)acrylamide ClC1=C(C(=C(C=C1OC)OC)Cl)C1=CC2=C(N=C(N=C2)N[C@H]2[C@H](COC2)NC(C=C)=O)C(=N1)N1CC(C1)(C)OC